C(C1=CC=CC=C1)C1=NN=C(S1)NC(CC=1C=C2C(N(CC2=CC1)C1C(NC(CC1)=O)=O)=O)=O N-(5-benzyl-1,3,4-thiadiazol-2-yl)-2-(2-(2,6-dioxopiperidin-3-yl)-3-oxoisoindolin-5-yl)acetamide